FC=1C=C(CN2C(=NC=3C2=NC=CC3)CCC(=O)N[C@@H](C)C3=CC=C(C=C3)N3CCOCC3)C=CC1F 3-[3-(3,4-Difluoro-benzyl)-3H-imidazo[4,5-b]pyridin-2-yl]-N-[(S)-1-(4-morpholin-4-yl-phenyl)-ethyl]-propionamide